3-bromo-1-(4-methoxybenzyl)-5-methyl-4-(2-methyl-4-nitrophenyl)-1H-pyrrole-2-carboxylic acid BrC1=C(N(C(=C1C1=C(C=C(C=C1)[N+](=O)[O-])C)C)CC1=CC=C(C=C1)OC)C(=O)O